C(=O)(O)C1(C2C=CC(C1)C2)CC 5-carboxy-5-ethylbicyclo[2.2.1]-2-heptene